COC1=C(C(=O)N2C(CCCC2)C(=O)N)C=C(C=C1)S(=O)(=O)C 1-(2-methoxy-5-(methylsulfonyl)benzoyl)-2-piperidinecarboxamide